2-(6-(cyclopropylmethoxy)nicotinamido)benzo[d]thiazole-6-carboxylic acid C1(CC1)COC1=NC=C(C(=O)NC=2SC3=C(N2)C=CC(=C3)C(=O)O)C=C1